Ethyllithium C(C)[Li]